C(C)(C)(C)OCCOC(N)=O carbamic acid 2-tert-butoxy-ethyl ester